ClC1=CC=C(S1)C(CC#N)=O 3-(5-chlorothiophen-2-yl)-3-oxopropanenitrile